C(C)N1C(C(=C(C(=C1)C)[O-])NC(N[C@@H](CC(=O)[O-])C=1C=C(C=CC1)C1=C(C=CC=C1)C)=O)=O.[Na+].[Na+] Natrium (S)-3-(3-(1-Ethyl-5-methyl-4-oxido-2-oxo-1,2-dihydropyridin-3-yl)ureido)-3-(2'-methylbiphenyl-3-yl)propanoat